NCC(CCOC1=C(C#N)C=CC=C1Br)N=[N+]=[N-] 2-(4-amino-3-azidobutoxy)-3-bromobenzonitrile